N[C@H]1CS(C2=C(N(C1=O)CC1=CC=C(C=C1)Cl)C=C(C(=C2)F)C=2OC(=NN2)C2(CC2)S(=O)(=O)C)(=O)=O (3R)-3-amino-5-[(4-chlorophenyl)methyl]-8-fluoro-7-[5-(1-methylsulfonylcyclopropyl)-1,3,4-oxadiazol-2-yl]-1,1-dioxo-2,3-dihydro-1λ6,5-benzothiazepine-4-One